C(C1=CC=CC=C1)O[C@@](CC=C)(C(F)(F)F)C1=NN=C(O1)C1=C(C=C(C(=N1)NC(CCC=C)(C)C)C(F)F)[N+](=O)[O-] 6-[5-[(1R)-1-benzyloxy-1-(trifluoromethyl)but-3-enyl]-1,3,4-oxadiazol-2-yl]-3-(difluoromethyl)-N-(1,1-dimethylpent-4-enyl)-5-nitro-pyridin-2-amine